CC(C)(C)[O-].[Hf+4].CC(C)(C)[O-].CC(C)(C)[O-].CC(C)(C)[O-] hafnium tertiary-butoxide